COC=1C=C(C=CC1OC)NCC 3,4-dimethoxyphenyl-ethylamine